1-amino-4-(4-((4-ethylpyridin-2-yl)carbamoyl)phenyl)-2-(2-azaspiro[3.3]heptan-6-yl)-1H-imidazole-5-carboxamide NN1C(=NC(=C1C(=O)N)C1=CC=C(C=C1)C(NC1=NC=CC(=C1)CC)=O)C1CC2(CNC2)C1